CC1=NN(C=C1NC1=NC=C(C(=N1)NCCCN1C(CCC1)=O)C(F)(F)F)C1CCN(CC1)C 1-(3-((2-((3-methyl-1-(1-methylpiperidin-4-yl)-1H-pyrazol-4-yl)amino)-5-(trifluoromethyl)pyrimidin-4-yl)amino)propyl)pyrrolidin-2-one